[N+](=O)([O-])C1=CC=C(C=C1)C1=CC(=NC=C1)N1CCN(CC1)C(=O)C1=CC=C2C=CC(NC2=C1)=O 7-(4-(4-(4-nitrophenyl)pyridin-2-yl)piperazine-1-carbonyl)quinolin-2(1H)-one